(3R)-4-[5-Fluoro-2-(tetramethyl-1,3,2-dioxaborolan-2-yl)benzoyl]-3-methylmorpholine FC=1C=CC(=C(C(=O)N2[C@@H](COCC2)C)C1)B1OC(C(O1)(C)C)(C)C